C(C)(=O)C1=CC=C(C=C1)N1CC=2C(=NC=CC2C1=O)C1=C(C=CC=C1OCC(F)(F)F)F 2-(4-acetylphenyl)-4-[2-fluoro-6-(2,2,2-trifluoroethoxy)phenyl]-2,3-dihydro-1H-pyrrolo[3,4-c]pyridin-1-one